2-[(1S,4S)-2-oxa-5-azabicyclo[2.2.1]hept-5-yl]-5,7-dihydrofuro[3,4-b]pyridine-3-carboxylic acid [C@@H]12OC[C@@H](N(C1)C1=C(C=C3C(=N1)COC3)C(=O)O)C2